trans-2-(4-chloro-3-fluorophenoxy)-N-(4-(4-(4-chlorophenyl)oxazol-2-yl)cyclohexyl)acetamide ClC1=C(C=C(OCC(=O)N[C@@H]2CC[C@H](CC2)C=2OC=C(N2)C2=CC=C(C=C2)Cl)C=C1)F